FC=1C=C(C=C(C1)F)N1C=C(C=CC1=O)C(=O)O 1-(3,5-Difluorophenyl)-6-oxo-pyridine-3-carboxylic acid